ethyl 2-(1,1-difluoro-2-hydroxyethyl)-2,3-dihydropyrazolo[5,1-b]oxazole-6-carboxylate FC(CO)(F)C1CN2C(O1)=CC(=N2)C(=O)OCC